5-((5-(3,4-difluorophenyl)pyridin-3-yl)oxy)-2-(6-(methylsulfonyl)-2H-indazol-2-yl)benzonitrile FC=1C=C(C=CC1F)C=1C=C(C=NC1)OC=1C=CC(=C(C#N)C1)N1N=C2C=C(C=CC2=C1)S(=O)(=O)C